[Zr].C(=C)C1=C(C(=NC=C1)C1=NC=CC=C1)C=C divinyl-2,2'-bipyridine zirconium